CN1C=CC=CC=C1 N-methyl-azepin